ClC1=CC=CC=2NC(OC(C21)=O)=O 5-chloro-2H-benzo[d][1,3]oxazine-2,4(1H)-dione